P(=O)(=O)N1CCOCC1 phosphomorpholine